1-Fluoro-2-nitro-4-(3-(tri-fluoromethyl)phenoxy)benzene FC1=C(C=C(C=C1)OC1=CC(=CC=C1)C(F)(F)F)[N+](=O)[O-]